3-((quinoline-8-carboxamido)methyl)-4,5-dihydroisoxazole N1=CC=CC2=CC=CC(=C12)C(=O)NCC1=NOCC1